C1(=CC=CC=C1)C1=C(C(=C(C1)C1=CC=CC=C1)C1=CC=CC=C1)C1=CC=CC=C1 1,2,3,4-tetraphenylcyclopentadiene